OC1CCN(CC1)C(=O)C1=C(N=C(S1)C1=C(C(=C(C(=C1)F)F)O)F)C (4-hydroxypiperidin-1-yl)(4-methyl-2-(2,4,5-trifluoro-3-hydroxyphenyl)thiazol-5-yl)methanone